1,2-dipalmitoyl-sn-glycero-3-phosphorylglycerol C(CCCCCCCCCCCCCCC)(=O)OC[C@@H](OC(CCCCCCCCCCCCCCC)=O)COP(=O)(O)OCC(O)CO